FC(C1=CC=CC2=CC=CC=C12)F 1-(difluoromethyl)naphthalene